1-(tert-butyl) 8-methyl 2-(3-bromophenyl)-2,7,7-trimethyloctanedioate BrC=1C=C(C=CC1)C(C(=O)OC(C)(C)C)(CCCCC(C(=O)OC)(C)C)C